cis-5-[4-[(4-Hydroxycyclohexyl)amino]pyrido[3,4-d]pyridazin-1-yl]-2,3-dihydrobenzo-furan-4-ol O[C@H]1CC[C@H](CC1)NC=1N=NC(=C2C1C=NC=C2)C2=CC=C1C(CCO1)=C2O